C(C)OC1C(C1)C(=O)O 2-ETHOXYCYCLOPROPANE-1-CARBOXYLIC ACID